ClC=1C=C(C=CC1)/C=C/C(=O)OC1=CC=C(\C=N\C(C(=O)O)C(CC)C)C=C1 2-((E)-((E)-4-((E)-3-(3-chlorophenyl)acryloyloxy)benzylidene)amino)-3-methylpentanoic acid